2-(4,4-dimethylpiperidin-1-yl)-8-(1-((R)-4-hydroxy-3,4-dihydroquinolin-1(2H)-yl)ethyl)-3,6-dimethyl-4H-chromen-4-one CC1(CCN(CC1)C=1OC2=C(C=C(C=C2C(C1C)=O)C)C(C)N1CC[C@H](C2=CC=CC=C12)O)C